CN1C(N=C(C(=C1N)N(C(O)=O)C)N)C1=NN(C2=NC=CC=C21)CC2=C(C=CC=C2)F.FC(SC2=C(C(F)(F)F)C=CC=C2)(F)F Trifluoromethylthiotrifluorotoluene methyl-4,6-diamino-2-[1-(2-fluorobenzyl)-1H-pyrazolo[3,4-b]pyridin-3-yl]-5-pyrimidinyl(methyl)carbamate